(R)-3-phenyl-2-(((trifluoromethyl)sulfonyl)oxy)butanoic acid methyl ester COC([C@@H](C(C)C1=CC=CC=C1)OS(=O)(=O)C(F)(F)F)=O